5-(2-aminopropionylamino)-2-ethoxy-N-(3-(thiazol-2-yl)benzyl)benzamide hydrochloride Cl.NC(C(=O)NC=1C=CC(=C(C(=O)NCC2=CC(=CC=C2)C=2SC=CN2)C1)OCC)C